ClC=1C=NC(=NC1)C1CC2(CN(C2)C=2N=C(C3=C(N2)CC[S@]3=O)NC3(CCC3)C([2H])([2H])O)C1 (R)-2-(6-(5-chloropyrimidin-2-yl)-2-azaspiro[3.3]heptane-2-yl)-4-((1-(hydroxymethyl-d2)cyclobutyl)amino)-6,7-dihydrothieno[3,2-d]pyrimidine-5-oxide